2-(1-benzhydrylpiperidin-4-yl)-N,N-diisopropyl-1,2,3,4-tetrahydroisoquinolin-6-amine C(C1=CC=CC=C1)(C1=CC=CC=C1)N1CCC(CC1)N1CC2=CC=C(C=C2CC1)N(C(C)C)C(C)C